(-)-N-{2-[5-chloro-3-fluoro-6-(4-fluorophenyl)-4-(2-hydroxypropan-2-yl)pyridin-2-yl]-3,3,3-trisFluoro-2-hydroxypropyl}-8-methoxy-3-methylquinoline-6-carboxamide ClC=1C(=C(C(=NC1C1=CC=C(C=C1)F)C(CNC(=O)C=1C=C2C=C(C=NC2=C(C1)OC)C)(C(F)(F)F)O)F)C(C)(C)O